[[(2S)-2-isopropyl-4-methyl-piperazin-1-yl]methyl]-8-methyl-chromen-4-one C(C)(C)[C@@H]1N(CCN(C1)C)CC=1OC2=C(C=CC=C2C(C1)=O)C